C1(CC1)C=1C=CC=2N(C1)C=C(N2)CNC2=CC(=NC=N2)NC(=O)[C@@H]2[C@H](C2)C2=CC(=NC(=C2)OC)NC(OC(C)(C)C)=O |r| rac-tert-butyl (4-((1S*,2S*)-2-((6-(((6-cyclopropylimidazo[1,2-a]pyridin-2-yl)methyl)amino)pyrimidin-4-yl) carbamoyl)cyclopropyl)-6-methoxy pyridin-2-yl)carbamate